Thioxazin copper [Cu].S1ON=CC=C1